3-(1-cyclopropylpiperidin-4-yl)-7-(4,4,5,5-tetramethyl-1,3,2-dioxaborolan-2-yl)quinazoline-4(3H)one C1(CC1)N1CCC(CC1)N1C=NC2=CC(=CC=C2C1=O)B1OC(C(O1)(C)C)(C)C